5-(5-Fluoro-3-pyridyl)-N7-[(2R)-5-methoxyindan-2-yl]-N3,N3-dimethyl-pyrazolo[1,5-a]pyrimidine-3,7-diamine FC=1C=C(C=NC1)C1=NC=2N(C(=C1)N[C@@H]1CC3=CC=C(C=C3C1)OC)N=CC2N(C)C